NC1=NC=NN2C1=C(C(=N2)C2=CC=C(C=C2)NC(C=C)=O)C2=CC=C(C=C2)N2CCC2 N-(4-(4-amino-5-(4-(azetidin-1-yl)phenyl)pyrazolo[5,1-f][1,2,4]triazin-6-yl)phenyl)acrylamide